4-(1-((1R,5S)-3,8-diazabicyclo[3.2.1]octan-3-yl)-5-fluoro-3-(((2R,7aS)-2-fluorotetrahydro-1H-pyrrolizin-7a(5H)-yl)methoxy)-8-methylfuro[3,2-f]quinazolin-6-yl)naphthalen-2-ol [C@H]12CN(C[C@H](CC1)N2)C2=NC(=NC=1C(=C(C3=C(C21)C=C(O3)C)C3=CC(=CC2=CC=CC=C32)O)F)OC[C@]32CCCN2C[C@@H](C3)F